3-(N-(3,4-Dichlorophenyl)carbamoyl)-5-norbornen ClC=1C=C(C=CC1Cl)NC(=O)C1CC2C=CC1C2